terephthalic acid disodium [Na].[Na].C(C1=CC=C(C(=O)O)C=C1)(=O)O